ClC1=NC=C(C(=C1)C1=C(C=NC(=C1)C)C(=O)NC=1SC2=C(N1)CN(C2)C(C2=CN=CC=C2OC)=O)OC 2'-chloro-5'-methoxy-N-(5-(4-methoxynicotinoyl)-5,6-dihydro-4H-pyrrolo[3,4-d]thiazol-2-yl)-6-methyl-[4,4'-bipyridine]-3-carboxamide